C(=O)(O)CC1(C2=CC=CC=C2C=2C=CC=CC12)CC(=O)O 2-[9-(carboxymethyl)fluoren-9-yl]acetic acid